4-acetylamino-2-((diethylamino)methyl)phenol C(C)(=O)NC1=CC(=C(C=C1)O)CN(CC)CC